4-(3-piperidinopropoxy)-3-[(tetrahydro-2H-pyran-4-yl)methoxyphenylamino]-4-(3-quinolylamino)pyrimidine N1(CCCCC1)CCCOC1(N(C=NC=C1)N(C1=CC=CC=C1)OCC1CCOCC1)NC=1C=NC2=CC=CC=C2C1